ClC(N1C(=O)N(C)C=2N=CNC2C1=O)C(=O)[O-] Chlorotheophyllinat